tri-(propyl hexyl) phosphate P(=O)(OC(CCCCC)CCC)(OC(CCCCC)CCC)OC(CCCCC)CCC